L-O-Acetylhomoserine C(C)(=O)OCC[C@H](N)C(=O)O